Methyl 3-(3-(((2,4-dichlorophenyl)thiocarbamoyl) oxy)azetidin-1-yl)-2-(1H-pyrrol-1-yl)benzoate ClC1=C(C=CC(=C1)Cl)NC(=S)OC1CN(C1)C=1C(=C(C(=O)OC)C=CC1)N1C=CC=C1